6-(difluoromethyl)-7-fluoro-N-[5-(2-fluoroethoxy)-4-methoxy-pyrimidin-2-yl]-1H-indole-3-sulfonamide FC(C1=CC=C2C(=CNC2=C1F)S(=O)(=O)NC1=NC=C(C(=N1)OC)OCCF)F